C(C)(C)(C)[Si](OCC1CC2=C(C=C(C=C2C1)O)F)(C)C 2-[[tert-butyl-(dimethyl)silyl]oxymethyl]-7-fluoro-indan-5-ol